C(C)(C)(C)OC(=O)NC1CN(CCC1)C=1SC=CN1 2-(3-((tert-butoxycarbonyl)amino)piperidin-1-yl)thiazole